(2S,5r)-6-hydroxy-3-methyl-7-oxo-N-(3-sulfamoylpropyl)-1,6-diazabicyclo[3.2.1]oct-3-ene-2-carboxamide ON1[C@@H]2C=C([C@H](N(C1=O)C2)C(=O)NCCCS(N)(=O)=O)C